(3,5-Bis((E)-2,4-difluorobenzylidene)-4-oxocyclohexyl)-4-((((1S)-1-ethylpyrrolidin-2-yl)methyl)-amino)benzamide FC1=C(\C=C\2/CC(C\C(\C2=O)=C/C2=C(C=C(C=C2)F)F)C2=C(C(=O)N)C=CC(=C2)NCC2N(CCC2)CC)C=CC(=C1)F